tert-butyl 7-[2-({4-[2-(azetidin-1-yl)-2-oxoethyl]phenyl}amino)-5H,6H,7H,8H-pyrido[3,4-d]pyrimidin-7-yl]-8-methyl-1H,2H,3H-pyrido[2,3-b][1,4]oxazine-1-carboxylate N1(CCC1)C(CC1=CC=C(C=C1)NC=1N=CC2=C(N1)CN(CC2)C2=C(C1=C(OCCN1C(=O)OC(C)(C)C)N=C2)C)=O